tert-Butyl 6-(4,4,5,5-tetramethyl-1,3,2-dioxaborolan-2-yl)-3,4-dihydro-2H-quinoline-1-carboxylate CC1(OB(OC1(C)C)C=1C=C2CCCN(C2=CC1)C(=O)OC(C)(C)C)C